[Cl-].C(CCCCCCCCCCCCCCC)[N+](C)(C)CCO cetyl-(2-hydroxyethyl)dimethyl-ammonium chloride